ClC=1C=C(NC2(CCC3([C@H](CC4=CC=5O[C@@H](CCOC5C=C34)C)C[C@H](CO)C)CC2)C(=O)OC)C=CC1 methyl (1r,2'R,4S,8'S)-4-(3-chloroanilino)-8'-[(2R)-3-hydroxy-2-methylpropyl]-2'-methyl-3',4',8',9'-tetrahydro-2'H-spiro[cyclohexane-1,7'-indeno[5,6-b][1,4]dioxepine]-4-carboxylate